sodium 3-[(2,3-dihydrothieno[3,4-b]-[1,4]dioxin-2-yl)methoxy]-1-butyl-1-propanesulfonic acid sodium salt [Na+].O1C=2C(OCC1COCCC(S(=O)(=O)[O-])CCCC)=CSC2.[Na+].O2C=1C(OCC2COCCC(S(=O)(=O)[O-])CCCC)=CSC1